(4-Bromophenyl)-4-fluorotetrahydro-2H-pyran BrC1=CC=C(C=C1)C1OCCC(C1)F